FC(CNCC1=CC=C(C=C1)C1=NN=CO1)C 5-(4-((2-fluoropropylamino)methyl)phenyl)-1,3,4-oxadiazol